O=C(C(=O)OCC)NC1=C(C=CC=C1)C Ethyl 2-oxo-2-(o-tolylamino)acetate